N-tert-butylcarbonyl-1,2-ethylenediamine C(C)(C)(C)C(=O)NCCN